CC(C)CCC[C@@H](C)[C@H]1CCC2=C3C=CC4=C[C@H](CC[C@]4(C)[C@H]3CC[C@]12C)O cholesta-4,6,8(14)-trien-3beta-ol